ClC1=C(C=CC=C1)C=1N=C(SC1C(=O)O)N1CCC(CC1)N1C[C@@H](CCC1)C 4-(2-chlorophenyl)-2-[(3R)-3-methyl-[1,4'-bipiperidine]-1'-yl]-1,3-thiazole-5-carboxylic acid